5-chloro-8-fluoro-7-(hydroxymethyl)-3-methyl-1H-quinazoline-2,4-dione ClC1=C2C(N(C(NC2=C(C(=C1)CO)F)=O)C)=O